4-(4-hydroxyphenylthio)-4'-phenylsulfinylbenzophenone dimethyl Acetal COC(C1=CC=C(C=C1)SC1=CC=C(C=C1)O)(C1=CC=C(C=C1)S(=O)C1=CC=CC=C1)OC